C(CCCCCCC)OC(CCC(=O)OCC(COC(=O)C1CCN(CC1)C(C)C)COC(CCCCCCC\C=C/C\C=C/CCCCC)=O)OCCCCCCCC 3-((4,4-bis(octyloxy)butanoyl)oxy)-2-(((9Z,12Z)-octadeca-9,12-dienoyloxy)methyl)propyl-1-isopropylpiperidine-4-carboxylate